4-hydroxy-4-(4-methoxy-3-methylphenyl)cyclohexanecarboxylic acid ethyl ester C(C)OC(=O)C1CCC(CC1)(C1=CC(=C(C=C1)OC)C)O